COS(=O)(=O)[O-].OC(C[NH3+])C 2-hydroxypropyl-ammonium methyl-sulfate